[Ce].NCC#N Glycinenitrile cerium